1-(3,4-dihydrobenzo[b][1,4]thiazepine-5(2H)-yl)ethan-1-one S1C2=C(N(CCC1)C(C)=O)C=CC=C2